4-isopropyl-2-(α-methylbenzyl)phenol C(C)(C)C1=CC(=C(C=C1)O)C(C1=CC=CC=C1)C